(4-bromo-3-fluorophenyl)(ethyl)(imino)-λ6-sulfanone BrC1=C(C=C(C=C1)S(=O)(=N)CC)F